1-(6-((6-(aminomethyl)-2-methylpyridin-3-yl)oxy)-2-azaspiro[3.3]heptan-2-yl)-2,2,2-trifluoroethan-1-one NCC1=CC=C(C(=N1)C)OC1CC2(CN(C2)C(C(F)(F)F)=O)C1